C(#N)C1=C(C=C(C=C1)C1=CC(=NN1C1=CC=C(C=C1)N1C2CS(C(C1)C2)(=O)=O)NC(OC(C)(C)C)=O)F tert-butyl (5-(4-cyano-3-fluorophenyl)-1-(4-(2,2-dioxido-2-thia-5-azabicyclo[2.2.1]heptan-5-yl)phenyl)-1H-pyrazol-3-yl)carbamate